N,N-Diethyl-3-(2-(4-(5-(trifluoromethyl)-1,2,4-oxadiazol-3-yl)pyridin-2-yl)pyrimidin-5-yloxy)propan-1-amine C(C)N(CCCOC=1C=NC(=NC1)C1=NC=CC(=C1)C1=NOC(=N1)C(F)(F)F)CC